C(C)(C)C1=C(C(=CC=C1)C(C)C)NC(=O)NS(=O)(=O)C1=CC2=C(O1)C1CCC(C2(C)O)C1 N-((2,6-diisopropylphenyl)carbamoyl)-4-hydroxy-4-methyl-5,6,7,8-tetrahydro-4H-5,8-methanocyclohepta[b]furan-2-sulfonamide